ClC=1C(=CC(=C(C(=O)NS(=O)(=O)N2CC(C2)O[C@H]2CNCC2)C1)F)OCC1CCCC1 (R)-5-chloro-4-(cyclopentylmethoxy)-2-fluoro-N-((3-(pyrrolidin-3-yloxy)azetidin-1-yl)sulfonyl)benzamide